C(CO)(=O)N[C@@H]1C(O)O[C@@H]([C@H]([C@@H]1O)O)CO N-glycolyl-D-mannosamine